OC(CC(C(=O)O)=C)COCCCCOCC(COC(=O)C=C)O.C(C=C)(=O)O.C(C=C)(=O)O.C(C1CO1)OCC1CO1 diglycidyl ether diacrylate (2-hydroxy-3-{4-[2-hydroxy-3-(vinylcarbonyloxy)propoxy]butoxy}propyl-acrylate)